N-(2-(4-isopropylpiperazin-1-yl)ethyl)-6-(3-(6-(trifluoromethyl)pyridin-2-yl)-1H-pyrazol-4-yl)-1,5-naphthyridin-3-amine C(C)(C)N1CCN(CC1)CCNC=1C=NC2=CC=C(N=C2C1)C=1C(=NNC1)C1=NC(=CC=C1)C(F)(F)F